NC1=C2C(=NC=N1)N(N=C2C2=CC=C(C=C2)OC2=CC=CC=C2)[C@H]2CN(CCC2)CCCCCSC2=C1CN(C(C1=CC=C2)=O)C2C(NC(CC2)=O)=O 3-(4-((5-((R)-3-(4-amino-3-(4-phenoxyphenyl)-1H-pyrazolo[3,4-d]pyrimidin-1-yl)piperidin-1-yl)pentyl)thio)-1-oxoisoindoline-2-yl)piperidine-2,6-dione